5-bromo-4-fluoro-3-(dicyanomethylene)indolone BrC=1C(=C2C(C(NC2=CC1)=O)=C(C#N)C#N)F